P(=O)(OC1=CC=C(C=C1)N)(OCC)OCC 4-aminophenyl diethyl phosphate